C(C)OC(=O)C1=C(N=NN1C1=CC=C(C=C1)C(F)F)C.CC1=CC(=C(C(=C1)CC)N1CN(C=C1)C1=C(C=C(C=C1CC)C)CC)CC.[Ag] silver 1,3-bis(4-methyl-2,6-diethylphenyl)imidazole ethyl-1-(4-(difluoromethyl)phenyl)-4-methyl-1H-1,2,3-triazole-5-carboxylate